3-(3-bromophenyl)-2-[(3R)-1-tert-butoxycarbonylpyrrolidin-3-yl]propionic acid BrC=1C=C(C=CC1)CC(C(=O)O)[C@@H]1CN(CC1)C(=O)OC(C)(C)C